C(=O)(O)C(C(/C=C/C=1C=C(OC)C(=CC1)O)=O)C(=O)\C=C\C1=CC=C(O)C(OC)=C1 monocarboxyl-curcumin